Tert-butyl N-[[(2R)-4-[3-[3-(2,6-dioxo-3-piperidyl)-2-oxo-1,3-benzoxazol-7-yl]prop-2-ynyl] morpholin-2-yl]methyl]carbamate O=C1NC(CCC1N1C(OC2=C1C=CC=C2C#CCN2C[C@H](OCC2)CNC(OC(C)(C)C)=O)=O)=O